N-methoxy-6-(((5-methoxypyridin-2-yl))amino)-4-((4-methyl-2-(N-methylmethanesulfonamido)phenyl)amino)nicotinamide CONC(C1=CN=C(C=C1NC1=C(C=C(C=C1)C)N(S(=O)(=O)C)C)NC1=NC=C(C=C1)OC)=O